FC=1C(=NC=CC1)CC1=CC2=C(C(=N1)N)N=C(O2)CCNCCC2=NC1=C(N2CCC2=CC=CC=C2)C=CC=C1 ((3-fluoropyridin-2-yl)methyl)-2-(2-((2-(1-phenethyl-1H-benzo[d]imidazol-2-yl)ethyl)amino)ethyl)oxazolo[4,5-c]pyridin-4-amine